C(C)(C)(C)OC(=O)NCC1=CC=C(C=C1)NC(NC=1C(=C(C(=O)OC)C=CC1)C)=O methyl 3-(3-(4-(((tert-butoxycarbonyl) amino) methyl) phenyl) ureido)-2-methylbenzoate